tert-butyl 5-bromo-3-methyl-1H-pyrazolo[3,4-b]pyridine-1-carboxylate BrC=1C=C2C(=NC1)N(N=C2C)C(=O)OC(C)(C)C